N-((2,6-dihydroxy-5'-methyl-4-pentyl-2'-(prop-1-en-2-yl)-1',2',3',4'-tetrahydro-[1,1'-biphenyl]-3-yl)sulfonyl)-3-morpholinopropanamide OC1=C(C(=CC(=C1S(=O)(=O)NC(CCN1CCOCC1)=O)CCCCC)O)C1C(CCC(=C1)C)C(=C)C